C(\C=C\C(=O)O)(=O)O.S1C2=C(C=C1)C(=CC=C2)N2CCN(CC2)CCCCOC2=CC=C1C=CC(NC1=C2)=O 7-[4-(4-benzo[b]thiophen-4-yl-piperazin-1-yl)butoxy]-1H-quinolin-2-one fumarate